Heptadecadienal C(C=CC=CCCCCCCCCCCCC)=O